ClC1=C(C(=CC=C1)F)C1CC(=NO1)C=1N=C(SC1)C1CCN(CC1)C(COC1=NC=CN=C1C(F)(F)F)=O 1-(4-(4-(5-(2-chloro-6-fluorophenyl)-4,5-dihydroisoxazol-3-yl)thiazol-2-yl)piperidin-1-yl)-2-((3-(trifluoromethyl)pyrazin-2-yl)oxy)ethan-1-one